N[C@@H](CCC(=O)O)C(=O)N.N[C@@H](CCC(=O)O)C(=O)N.N[C@@H](CCC(=O)O)C(=O)N.N[C@@H](CCC(=O)O)C(=O)N.N[C@@H](CCC(=O)O)C(=O)N.N[C@@H](CCC(=O)O)C(=O)N Hexaglutamic acid amide